(6S,9S)-2-allyl-N-benzyl-6-(4-hydroxybenzyl)-9-methyl-4,7-dioxo-8-(quinoline-8-ylmethyl)octahydro-1H-pyrazino[2,1-c][1,2,4]triazine-1-carboxamide C(C=C)N1N(C2N(C(C1)=O)[C@H](C(N([C@H]2C)CC=2C=CC=C1C=CC=NC21)=O)CC2=CC=C(C=C2)O)C(=O)NCC2=CC=CC=C2